5-amino-3-ethyl-2-phenyl-2,3-dihydrothiophene-4-carbonitrile NC1=C(C(C(S1)C1=CC=CC=C1)CC)C#N